NC=1C=C(OCCCS(=O)(=O)O)C=CC1OCC 3-(3-amino-4-ethoxyphenoxy)propan-1-sulfonic acid